FC=1C=CC(=C2C=NNC12)N1C(N(C2=NC=NC=C12)C(C)C)=O 7-(7-fluoro-1H-indazol-4-yl)-9-isopropyl-7,9-dihydro-8H-purine-8-one